C(CCC1=CC=C(C=C1)S(=O)(=O)[O-])CC1=CC=C(C=C1)S(=O)(=O)[O-] ethylenebis(p-toluenesulfonate)